C(C)(=O)OCCCCCCCC\C=C/C=C/CC (Z,E)-9,11-tetradecadien-1-yl acetate